FC1=CC=C(C=C1)C=1C(C(=CN2CC3OCCCN3C(C21)=O)C(=O)O)=O 7-(4-fluorophenyl)-6,8-dioxo-3,4,6,8,12,12a-hexahydro-2H-pyrido[1',2':4,5]Pyrazino[2,1-b][1,3]oxazine-9-carboxylic acid